C(C)(=O)N1[C@@H](CCC1)C(=O)N[C@H](C(=O)N[C@@H](CCC(=O)OC(C)(C)C)C(=O)N[C@H](C(=O)OC)C(C)C)CC(C)C tert-Butyl (S)-4-((S)-2-((S)-1-acetylpyrrolidine-2-carboxamido)-4-methylpentanamido)-5-(((S)-1-methoxy-3-methyl-1-oxobutan-2-yl)amino)-5-oxopentanoate